C1(=CC=CC=C1)C1=CC=CC=C1 (+-)-biphenyl